The molecule is an organosulfate oxoanion that is the conjugate base of umbelliferone sulfate, obtained by deprotonation of the sulfo group; major species at pH 7.3. It has a role as a human urinary metabolite, a human xenobiotic metabolite and a mouse metabolite. It is a conjugate base of an umbelliferone sulfate. C1=CC(=CC2=C1C=CC(=O)O2)OS(=O)(=O)[O-]